(2R)-2-[[(2S,5R)-2-carbamoyl-3-methyl-7-oxo-1,6-diazabicyclo[3.2.1]oct-3-en-6-yl]oxy]-2-fluoroacetic acid methyl ester COC([C@@H](F)ON1[C@@H]2C=C([C@H](N(C1=O)C2)C(N)=O)C)=O